FC1(C(C1)C1=CNC2=NC=CC(=C21)N[C@@H]2CC[C@@H](N(C2)C(=O)OCC2=CC=CC=C2)C)F benzyl (2s,5r)-5-((3-(2,2-difluorocyclopropyl)-1H-pyrrolo[2,3-b]pyridin-4-yl) amino)-2-methylpiperidine-1-carboxylate